CC([O-])C.C(CCCCCCCCCCC)C1=C(C=CC=C1)S(=O)(=O)[O-].C(CCCCCCCCCCC)C1=C(C=CC=C1)S(=O)(=O)[O-].C(CCCCCCCCCCC)C1=C(C=CC=C1)S(=O)(=O)[O-].[Ti+4] titanium tris(dodecylphenylsulfonate) isopropoxide